NC(C=1C=CC2=C(N=C(O2)[C@H](C2CCC(CC2)(F)F)NC(OC(C)(C)C)=O)C1)C1CC1 tert-butyl ((1S)-(5-(amino(cyclopropyl)methyl)benzo[d]oxazol-2-yl)(4,4-difluorocyclohexyl)methyl)carbamate